Perfluorophenyl 5-((bis(((isopropoxycarbonyl)oxy)methoxy)phosphoryl)methyl)benzo[b]thiophene-2-carboxylate C(C)(C)OC(=O)OCOP(=O)(OCOC(=O)OC(C)C)CC1=CC2=C(SC(=C2)C(=O)OC2=C(C(=C(C(=C2F)F)F)F)F)C=C1